β-benzyloxynaphthalene C(C1=CC=CC=C1)OC1=CC2=CC=CC=C2C=C1